1-decyl 9-(3-((7-(heptadecan-9-yloxy)-7-oxoheptanoyl)oxy)-2-((((2-(1-methylpyrrolidin-2-yl)ethoxy)carbonyl)oxy)methyl)propyl) nonanedioate C(CCCCCCCC(=O)OCC(COC(CCCCCC(=O)OC(CCCCCCCC)CCCCCCCC)=O)COC(=O)OCCC1N(CCC1)C)(=O)OCCCCCCCCCC